CC1=CC=C(C=C1)S(=O)(=O)NC(=O)C(=O)NS(=O)(=O)C1=CC=C(C)C=C1 N,N'-bis(p-toluenesulfonyl)oxamide